(S)-3-(((2-hydroxyethyl)(methyl)amino)methyl)pyrrolidine OCCN(C)C[C@@H]1CNCC1